OC(CN1CCN(CC1)C=1C=C2CN(C(C2=CC1)=O)C1C(NC(CC1)=O)=O)O 3-[5-[4-(2,2-dihydroxyethyl)piperazin-1-yl]-1-oxo-isoindolin-2-yl]piperidine-2,6-dione